(S)-2-bromo-2-chlorobutane Br[C@@](C)(CC)Cl